C(CCCCCCCCC=C)(=O)C1=C(N)C=CC=C1 2-(undecylenoyl)aniline